3-(3-methoxyphenoxy)-N,N-dimethylaniline COC=1C=C(OC=2C=C(N(C)C)C=CC2)C=CC1